bromo({[3-(methoxycarbonyl)phenyl]methyl})zinc Br[Zn]CC1=CC(=CC=C1)C(=O)OC